C1(CCC1)C1=CC=C(C=C1)C1(CC1)C(=O)NC1CN(CCC(C1)C)C1=NN=NN1 1-(4-cyclobutylphenyl)-N-(5-methyl-1-(1H-tetrazol-5-yl)azepan-3-yl)cyclopropane-1-carboxamide